2-Fluoro-3-(6-(1-(methylsulfonyl)piperidin-4-yl)-1H-pyrazolo[4,3-c]pyridin-3-yl)-5-(trifluoromethyl)phenol FC1=C(C=C(C=C1C1=NNC2=C1C=NC(=C2)C2CCN(CC2)S(=O)(=O)C)C(F)(F)F)O